C1(=CC=CC=C1)S(=O)(=O)C1=CC=C(C=C1)CNC(=O)C1=CNC2=C1C=NC=C2 N-{[4-(benzenesulfonyl)phenyl]methyl}-1H-pyrrolo[3,2-c]pyridine-3-carboxamide